N1=C(C=CC=C1)C=O picolinealdehyde